C(C)OCCN1N=CC(=C1)NC=1SC=C(N1)C1=C(C=C(C=C1)N1C(NCC1)=O)C(F)(F)F 1-(4-{2-[1-(2-Ethoxy-ethyl)-1H-pyrazol-4-ylamino]-thiazol-4-yl}-3-trifluoromethyl-phenyl)-imidazolidin-2-one